2-amino-3-chloro-5,8-dihydroxy-1,4-naphthoquinone NC=1C(C2=C(C=CC(=C2C(C1Cl)=O)O)O)=O